(2R,4R)-4-(2-aminoethylamino)-2-(4-boronobutyl)pyrrolidine NCCN[C@@H]1C[C@H](NC1)CCCCB(O)O